2-(2-aminophenyl)-1H-benzimidazole NC1=C(C=CC=C1)C1=NC2=C(N1)C=CC=C2